FC1=CC=C(C=C1)S(=O)(=O)NCC(=O)NC1=CC(=CC=C1)S(=O)(=O)N1CCSCC1 2-(4-Fluorobenzenesulfonamido)-N-[3-(thiomorpholine-4-sulfonyl)phenyl]acetamide